FC1=CC=C(C=C1)S(=O)(=O)NC1=C(C(=O)NC=2SC=C(N2)C2=CC=C(C=C2)C(C)C)C=CC=C1 2-[[(4-fluorophenyl)sulfonyl]amino]-N-[4-[4-(1-methylethyl)phenyl]-2-thiazolyl]-benzamide